(prop-1-yn-1-yl)-1H-benzo[d]imidazole-6-carboxylic acid C(#CC)N1C=NC2=C1C=C(C=C2)C(=O)O